ClC=1C=CC=C2C=C(NC12)C(=O)N(CCOC)C1=C(C=C(C=C1)C#N)F 7-chloro-N-(4-cyano-2-fluorophenyl)-N-(2-methoxyethyl)-1H-indole-2-carboxamide